C[C@@H]1N(C2=CC=CC=C2[C@@H](C1)NC1=CC=C(C(=O)NCC#C)C=C1)C(CC)=O 4-{[(2S,4R)-2-methyl-1-propionyl-1,2,3,4-tetrahydroquinolin-4-yl]amino}-N-(prop-2-yn-1-yl)benzamide